1,3-Dimethoxy-5-(pentyl-1,1-d2)benzene COC1=CC(=CC(=C1)C(CCCC)([2H])[2H])OC